(S)-(1-amino-1'-(6-amino-5-((2-amino-3-chloropyridin-4-yl)thio)pyrazin-2-yl)-1,3-dihydrospiro[indene-2,4'-piperidin]-4-yl)dimethylphosphine oxide N[C@@H]1C2=CC=CC(=C2CC12CCN(CC2)C2=NC(=C(N=C2)SC2=C(C(=NC=C2)N)Cl)N)P(C)(C)=O